butyl 4-(5-(2-(2,6-dioxopiperidin-3-yl)-1,3-dioxoisoindolin-5-yl)pent-4-yn-1-yl)piperazine-1-carboxylate O=C1NC(CCC1N1C(C2=CC=C(C=C2C1=O)C#CCCCN1CCN(CC1)C(=O)OCCCC)=O)=O